N1CNC2=NC(N=C2C1=O)=O dihydro-1H-purine-6,8-dione